2-(((2R,4R)-4-Hydroxypyrrolidin-2-yl)methoxy)-6-isopropoxy-4-(trifluoromethyl)benzoic acid O[C@@H]1C[C@@H](NC1)COC1=C(C(=O)O)C(=CC(=C1)C(F)(F)F)OC(C)C